4,6-Difluoropyridin-3-amine FC1=C(C=NC(=C1)F)N